(R)-7-((6-((dimethyl-amino)methyl)-5-(tetrahydrofuran-3-yl)pyridin-2-yl)amino)-4-(1H-pyrrolo[2,3-b]pyridin-4-yl)-2,3-dihydro-1H-pyrrolo[3,4-c]pyridin-1-one CN(C)CC1=C(C=CC(=N1)NC=1C2=C(C(=NC1)C1=C3C(=NC=C1)NC=C3)CNC2=O)[C@@H]2COCC2